(R)-3-fluoro-5-((3,3,4,4-tetrafluoro-2a-hydroxy-1-oxo-2,2a,3,4-tetrahydro-1H-cyclopenta[cd]inden-7-yl)oxy)benzonitrile-2,4,6-d3 FC1=C(C(C#N)=C(C(=C1[2H])OC1=CC=C2C=3[C@](CC(C13)=O)(C(C2(F)F)(F)F)O)[2H])[2H]